C(C1=CC=CC=C1)SC1=NN=NN1 Benzyl-thio-tetrazole